CN(C1(CCC2(CN(C(N2CCOC)=O)CC(C#N)(C)C)CC1)C1=CC=CC=C1)C CIS-3-[8-Dimethylamino-1-(2-methoxy-ethyl)-2-oxo-8-phenyl-1,3-diazaspiro[4.5]decan-3-yl]-2,2-dimethyl-propionitrile